methyl 2-[tert-butoxycarbonyl-[3-(3,6-dichloro-5-methyl-pyridazin-4-yl)propyl]amino]-5-[3-[tert-butyl(diphenyl)silyl]oxypropyl]thiazole-4-carboxylate C(C)(C)(C)OC(=O)N(C=1SC(=C(N1)C(=O)OC)CCCO[Si](C1=CC=CC=C1)(C1=CC=CC=C1)C(C)(C)C)CCCC1=C(N=NC(=C1C)Cl)Cl